3-{7-Fluoro-4-oxo-4H,5H-pyrazolo[1,5-a]quinoxalin-5-yl}-N-(5-methoxypyridin-2-yl)propanamide FC=1C=C2N(C(C=3N(C2=CC1)N=CC3)=O)CCC(=O)NC3=NC=C(C=C3)OC